9,9-bis[2-(homopiperidin-1-yl-carbonyl)ethyl]Fluorene N1(CCCCCC1)C(=O)CCC1(C2=CC=CC=C2C=2C=CC=CC12)CCC(=O)N1CCCCCC1